N1[C@H](CCC1)CO (R)-(-)-2-Pyrrolidinmethanol